P1(=O)OC(O)OP(O1)=O.[Na] sodium hydroxymethylene diphosphonate